1-(4-(4-amino-5-bromopyrrolo[2,1-f][1,2,4]triazin-7-yl)piperidin-1-yl)-2-hydroxy-2-methylpropan-1-one NC1=NC=NN2C1=C(C=C2C2CCN(CC2)C(C(C)(C)O)=O)Br